N-(4-(4-amino-7-(1-isobutyrylpiperidin-4-yl)pyrrolo[2,1-f][1,2,4]triazin-5-yl)phenyl)-6'-methyl-6-oxo-1-phenyl-1,6-dihydro-[2,3'-bipyridine]-5-carboxamide NC1=NC=NN2C1=C(C=C2C2CCN(CC2)C(C(C)C)=O)C2=CC=C(C=C2)NC(=O)C2=CC=C(N(C2=O)C2=CC=CC=C2)C=2C=NC(=CC2)C